The molecule is a doubly-charged nucleotide-sugar oxoanion arising from deprotonation of the diphosphate OH groups of GDP-6-deoxy-alpha-D-mannose: major species at pH 7.3. It is a conjugate base of a GDP-6-deoxy-alpha-D-mannose. C[C@@H]1[C@H]([C@@H]([C@@H]([C@H](O1)OP(=O)([O-])OP(=O)([O-])OC[C@@H]2[C@H]([C@H]([C@@H](O2)N3C=NC4=C3N=C(NC4=O)N)O)O)O)O)O